FC(C(=O)NC1=C(C=CC=C1)B(O)O)(F)F 2-TRIFLUOROACETYLAMINOPHENYLBORONIC ACID